ClC=1C=CC=C2C(C=C(OC12)C1=C(OCCN2CC(C2)C(=O)O)C=CC=C1)=O 1-[2-[2-(8-chloro-4-oxo-chromen-2-yl)phenoxy]ethyl]azetidine-3-carboxylic acid